FC1=CC=C(C=C1)[C@H]1[C@@H](CC=C(C1)CCC=C(C)C)C(=O)C1=C(C=CC=C1O)O (trans-4'-fluoro-5-(4-methylpent-3-en-1-yl)-1,2,3,6-tetrahydro-[1,1'-biphenyl]-2-yl)(2,6-Dihydroxyphenyl)methanone